(E)-3-(4-(bromomethyl)phenyl)-N,N-dimethylacrylamide BrCC1=CC=C(C=C1)/C=C/C(=O)N(C)C